ClC=1C=C(C=C(C1OC1=NNC(C(=C1)C1CCC1)=O)Cl)N1N=C(C(NC1=O)=O)CO 2-(3,5-dichloro-4-((5-cyclobutyl-6-oxo-1,6-dihydropyridazin-3-yl)oxy)phenyl)-6-(hydroxymethyl)-1,2,4-triazine-3,5(2H,4H)-dione